(4-(4-tert-butylphenyl)-5-methyl-5,6-dihydro-dihydropyran-3-yl)diphenyl-phosphine oxide C(C)(C)(C)C1=CC=C(C=C1)C1C(COCC1C)P(C1=CC=CC=C1)(C1=CC=CC=C1)=O